6-(Difluoromethyl)-3-(4-(3-methyl-2-(1H-pyrazol-4-yl)piperazin-1-yl)pyrimidin-2-yl)imidazo[1,2-a]pyrazine FC(C=1N=CC=2N(C1)C(=CN2)C2=NC=CC(=N2)N2C(C(NCC2)C)C=2C=NNC2)F